CC1(NCCC1)[C@@H]1N=C2C(=N1)C(=CC=C2)C(=O)N (R)-2-(2-methylpyrrolidine-2-yl)-2H-benzoimidazole-7-carboxamide